6-chloro-8-fluoro-2-((R)-2-methyl-3-((S)-2-methyl-morpholinyl)propoxy)quinazolin ClC=1C=C2C=NC(=NC2=C(C1)F)OC[C@@H](CN1C[C@@H](OCC1)C)C